6-(2-chlorophenyl)-N-(6-(4-methylpiperazin-1-yl)pyridin-3-yl)-8,9-dihydroimidazo[1',2':1,6]pyrido[2,3-d]pyrimidin-2-amine ClC1=C(C=CC=C1)C1=CC2=C(N=C(N=C2)NC=2C=NC(=CC2)N2CCN(CC2)C)N2C1=NCC2